C(=O)O.CNC1CN(C1)C1=CC=CC(=N1)NC=1C2=C(C(=NC1)C1=C3C(=NC=C1)N(C=C3)C)CNC2=O 7-[[6-[3-(methylamino)azetidin-1-yl]-2-pyridyl]amino]-4-(1-methylpyrrolo[2,3-b]pyridin-4-yl)-2,3-dihydropyrrolo[3,4-c]pyridin-1-one Formic acid salt